C(C)(C)(C)OC(N[C@@H](C(C)(C)O[Si](C)(C)C(C)(C)C)C1=NC=C(C(=C1)Cl)F)=O |r| rac-(2-((tert-butyldimethylsilyl)oxy)-1-(4-chloro-5-fluoropyridin-2-yl)-2-methylpropyl)carbamic acid tert-butyl ester